Cl.N[C@H](C(=S)O)C(C)C (S)-2-amino-3-methylThiobutyrate hydrochloride